P(=O)(OC(CCCCCC)C)(OC(CCCCCC)C)[O-].[Nd+3].CC(CCCCCC)OP(=O)(OC(CCCCCC)C)[O-].CC(CCCCCC)OP(=O)(OC(CCCCCC)C)[O-] neodymium di(1-methylheptyl) phosphate